C1NC[C@H]2[C@@H]1CCC2OC2=CC=NC1=CC(=C(C=C21)OC(C)C)C(=O)N 4-[(3aR,6aS)-octahydrocyclopenta[c]pyrrol-4-yloxy]-6-(propan-2-yloxy)quinoline-7-carboxamide